7-(1-Benzylpiperidin-3-yl)-2-(3-methoxypyridin-4-yl)pyrazolo[1,5-a]pyrimidine C(C1=CC=CC=C1)N1CC(CCC1)C1=CC=NC=2N1N=C(C2)C2=C(C=NC=C2)OC